C1(CC1)C=1C(=C2C=CNC2=C(C1)C)CN1[C@@H](C[C@H](CC1)NC1CC(C1)(F)F)C1=CC=C(C(=O)O)C=C1 4-((2S,4S)-1-((5-cyclopropyl-7-methyl-1H-indol-4-yl)methyl)-4-((3,3-difluorocyclobutyl)amino)piperidin-2-yl)benzoic acid